6'-Fluoro-3-[4-fluoro-4-(4-methyl-4H-1,2,4-triazol-3-yl)piperidin-1-yl]-5'-{[2-(trimethylsilyl)ethoxy]methoxy}-[2,3'-bipyridine]-4-carbonitrile FC1=C(C=C(C=N1)C1=NC=CC(=C1N1CCC(CC1)(C1=NN=CN1C)F)C#N)OCOCC[Si](C)(C)C